N-(3,6-dimethyl-9H-xanthen-9-yl)-2'-methoxy-6-oxo-2-(trifluoromethyl)-1,6-dihydro-[3,4'-bipyridine]-5-carboxamide CC=1C=CC=2C(C3=CC=C(C=C3OC2C1)C)NC(=O)C1=CC(=C(NC1=O)C(F)(F)F)C1=CC(=NC=C1)OC